tert-Butyl 3-(7-(quinolin-3-yl)imidazo[1,2-c]pyrimidin-5-yl)piperazine-1-carboxylate N1=CC(=CC2=CC=CC=C12)C1=CC=2N(C(=N1)C1CN(CCN1)C(=O)OC(C)(C)C)C=CN2